CN1C(=NN=C1)[C@@H](C=1C=C(C=CC1)N1C(C2=CC(=CC(=C2C1)C(F)(F)F)[C@H](CC)NC1(CCC1)C)=O)C1COC1 2-(3-((R)-(4-methyl-4H-1,2,4-triazol-3-yl)(oxetan-3-yl)methyl)phenyl)-6-((S)-1-((1-methylcyclobutyl)amino)propyl)-4-(trifluoromethyl)isoindolin-1-one